tert-Butyl 4-(5-(2,4-dioxotetrahydropyrimidin-1(2H)-yl)-4-methyl-1H-indol-1-yl)piperidine-1-carboxylate O=C1N(CCC(N1)=O)C=1C(=C2C=CN(C2=CC1)C1CCN(CC1)C(=O)OC(C)(C)C)C